3-azido-5-bromopyridinenitrile N(=[N+]=[N-])C=1C(=NC=C(C1)Br)C#N